7-[4-(dimethylamino)phenyl]-N-hydroxy-4,6-dimethyl-7-oxohepta-2,4-dienamide CC(/C=C(\C)/C=C/C(=O)NO)C(=O)C1=CC=C(C=C1)N(C)C